FC=1C=2N(C=CC1C)C(=CN2)C2=C1CNC(C1=C(C=C2)NC2=NC=C(C=C2)N2C[C@@H](OCC2)C(C)(C)O)=O 4-(8-fluoro-7-methyl-imidazo[1,2-a]pyridin-3-yl)-7-[[5-[(2R)-2-(1-hydroxy-1-methyl-ethyl)morpholin-4-yl]-2-pyridyl]amino]isoindolin-1-one